C(C)OC1=C(C=C2C=NC=NC2=C1)OC 7-ethoxy-6-methoxyquinazoline